dicyclohexyl-2-sulfosuccinic acid sodium [Na].C1(CCCCC1)C(C(C(=O)O)S(=O)(=O)O)(C(=O)O)C1CCCCC1